C(#N)C[C@]1(CCC(C=2N(C1)N=C1C2CN([C@@H](C1)C)C(=O)OC(C)(C)C)(F)F)O |o1:3| (3R,8S*)-tert-Butyl 8-(cyanomethyl)-11,11-difluoro-8-hydroxy-3-methyl-3,4,8,9,10,11-hexahydro-1H-pyrido[4',3':3,4]pyrazolo[1,5-a]azepine-2(7H)-carboxylate